(3aR,5s,6aS)-N-(4-(difluoromethyl)-6-(5-fluoro-2-methoxyphenyl)pyridazin-3-yl)-2-((tetrahydro-2H-pyran-4-yl)methyl)octahydrocyclopenta[c]pyrrol-5-amine FC(C1=C(N=NC(=C1)C1=C(C=CC(=C1)F)OC)NC1C[C@@H]2[C@@H](CN(C2)CC2CCOCC2)C1)F